4-(4-fluorophenyl)-5-hydroxy-5-methyl-1H-pyrrol-2-one FC1=CC=C(C=C1)C1=CC(NC1(C)O)=O